heptyl-4-(2-fluoro-4-trifluoromethylbenzylamino)-7-methoxychroman C(CCCCCC)C1OC2=CC(=CC=C2C(C1)NCC1=C(C=C(C=C1)C(F)(F)F)F)OC